Ethyl (2-(2-(4-((1-benzyl-6-oxo-1,6-dihydropyridazin-3-yl)oxy)-3,5-dichlorophenyl)hydrazono)-2-cyanoacetyl)carbamate C(C1=CC=CC=C1)N1N=C(C=CC1=O)OC1=C(C=C(C=C1Cl)NN=C(C(=O)NC(OCC)=O)C#N)Cl